P(=O)(OC[C@@H]1O[C@H]([C@@H](C1)OC)N1C(NC(C=C1)=O)=O)(OCCCC)O.[Mg] magnesium ((2R,3R,4R,5R)-5-(2,4-dioxopyrimidin-1(2H)-yl)-4-methoxy-tetrahydrofuran-2-yl)-methyl butyl hydrogen phosphate